4-((S)-4-boc-2-methylpiperazin-1-yl)-6-fluoro-2-(((S)-1-methylpyrrolidin-2-yl)methoxy)pyridin C(=O)(OC(C)(C)C)N1C[C@@H](N(CC1)C1=CC(=NC(=C1)F)OC[C@H]1N(CCC1)C)C